N-methyl-1-(2-methylbenzo[d]thiazol-6-yl)methylamine CNCC1=CC2=C(N=C(S2)C)C=C1